z-methanol CO